(3R,4R)-1-cyclopropylmethyl-4-{[5-(2,4-difluoro-phenyl)-[1,2,4]oxadiazole-3-carbonyl]-amino}-piperidine-3-carboxylic acid (2-methoxy-1,1-dimethyl-ethyl)-amide COCC(C)(C)NC(=O)[C@@H]1CN(CC[C@H]1NC(=O)C1=NOC(=N1)C1=C(C=C(C=C1)F)F)CC1CC1